2,2,2-trifluoro-1-(perfluorophenyl)ethan-1-one FC(C(=O)C1=C(C(=C(C(=C1F)F)F)F)F)(F)F